FC(=CC1=C(C=CC=C1)F)F 1-(2,2-difluorovinyl)-2-fluorobenzene